C(C)(C)(C)OC(CC[C@@H](C)C=1NC=2N(C(C1)=O)N=C(N2)C=2CCOCC2)=O (R)-4-(2-(3,6-dihydro-2H-pyran-4-yl)-7-oxo-4,7-dihydro-[1,2,4]triazolo[1,5-a]pyrimidin-5-yl)pentanoic acid tert-butyl ester